2-amino-1-(6-(3-bromo-4-fluorophenyl)-5-methoxypyridin-2-yl)ethanol Tert-butyl-(2-(3-fluoro-2-(4,4,5,5-tetramethyl-1,3,2-dioxaborolan-2-yl)phenoxy)ethyl)carbamate C(C)(C)(C)N(C(=O)OC(CN)C1=NC(=C(C=C1)OC)C1=CC(=C(C=C1)F)Br)CCOC1=C(C(=CC=C1)F)B1OC(C(O1)(C)C)(C)C